C(C(C)C)C1=CC=C(C=C1)C(C(C1=CC=CC=C1)C(C#N)C#N)C 2-(2-(4-isobutylphenyl)-1-phenylpropyl)malononitrile